1,4-dinitromethyl-pyrrolidine [N+](=O)([O-])CN1CCC(C1)C[N+](=O)[O-]